N-(3-(1-(4-Fluoro-3-hydroxyphenyl)-1H-indazol-5-yl)phenyl)methanesulfonamide FC1=C(C=C(C=C1)N1N=CC2=CC(=CC=C12)C=1C=C(C=CC1)NS(=O)(=O)C)O